tertbutyl acetate C(C)(=O)OC(C)(C)C